BrC=1C=C(C=C2C(C(=C(OC12)SCC)C)=O)C 8-bromo-2-(ethylsulfanyl)-3,6-dimethyl-4H-chromen-4-one